Oxalyl (borate) B1(OC(C(=O)O1)=O)[O-]